C1(CC1)NC(=O)C1=C(C=C(C=C1OC)C1=CN=C2N1C=CC(=C2)C2(CC2)C(=O)O)OC(F)F 1-[3-[4-(cyclopropylcarbamoyl)-3-(difluoromethoxy)-5-methoxyphenyl]imidazo[1,2-a]pyridin-7-yl]cyclopropanecarboxylic acid